5-bromo-7-chloro-2-(chloromethyl)benzo[d]Oxazole BrC=1C=C(C2=C(N=C(O2)CCl)C1)Cl